cyclobutane-1-carbonitrile C1(CCC1)C#N